6-bromo-1-(6,7-difluoro-[1,2,4]triazolo[4,3-a]quinazolin-5-yl)-3,5-dihydro-2H-4,1-benzoxazepine BrC1=CC=CC2=C1COCCN2C2=NC=1N(C3=CC=C(C(=C23)F)F)C=NN1